tert-butyl 2-{[(1S,3R)-3-{[(tert-butoxy)carbonyl]amino}cyclopentyl] methoxy}acetate C(C)(C)(C)OC(=O)N[C@H]1C[C@H](CC1)COCC(=O)OC(C)(C)C